FC(C=1C=NC=CC1CN1C(C2=CC=CC=C2C1=O)=O)(F)F 2-((3-(trifluoromethyl)pyridin-4-yl)methyl)isoindoline-1,3-dione